C1(C(C(CC1)O)O)O 1,2,3-Cyclopentanetriol